(3-{[(3-cyanophenyl)methyl]oxy}-4-formylphenyl)selenanecarbonitrile C(#N)C=1C=C(C=CC1)COC=1C=C(C=CC1C=O)C1([Se]CCCC1)C#N